CN1C2=C(C=CC1=O)N(C=C2C2=NC(=NC(=C2)OC2=CC=C(C=C2)C(F)(F)F)C)C=CC(=O)N 3-(4-methyl-3-{2-methyl-6-[4-(trifluoromethyl)phenoxy]pyrimidin-4-yl}-5-oxo-1H,4H,5H-pyrrolo[3,2-b]pyridin-1-yl)propenamide